CC1=C(C=CC=C1)OB(O)O 2-methylphenyl-boric acid